1'-cyclopropyl-6',7'-difluoro-6-nitro-1'H-1,2'-bibenzo[d]imidazole C1(CC1)N1C(=NC2=C1C(=C(C=C2)F)F)N2C=NC1=C2C=C(C=C1)[N+](=O)[O-]